COC=1N(C2=NC=NC(=C2N1)C=1C(=NC=CC1)NC=1C=C(C=CC1C)NC(C1=NC=CC(=C1)C(F)(F)F)=O)C1OCCCC1 N-(3-((3-(8-methoxy-9-(tetrahydro-2H-pyran-2-yl)-9H-purin-6-yl)pyridin-2-yl)amino)-4-methylphenyl)-4-(trifluoromethyl)picolinamide